FC(C1(CC1)N1C=NC2=C1C=C(C=C2)O)(F)F 1-(1-(trifluoromethyl)cyclopropyl)-1H-benzo[d]imidazol-6-ol